[(1S)-4-(6,8-difluoro-3,4-dihydronaphthalen-1-yl)-2,2-difluoro-7-(trifluoromethylsulfanyl)indan-1-yl] acetate C(C)(=O)O[C@@H]1C(CC2=C(C=CC(=C12)SC(F)(F)F)C1=CCCC2=CC(=CC(=C12)F)F)(F)F